(3-chloro-4-fluorophenyl)-7-(1-methyl-1H-pyrazol-4-yl)-N6-(piperidin-4-yl)quinazoline-4,6-diamine ClC=1C=C(C=CC1F)C1=NC2=CC(=C(C=C2C(=N1)N)NC1CCNCC1)C=1C=NN(C1)C